α-isopropylacrylic acid C(C)(C)C(C(=O)O)=C